[C@H]12CC(C[C@@H]2C1)OC1=NC(=NC=C1C(=O)N[C@H](\C=C\S(=O)(=O)C)C1CC1)C(C)(C)C 4-(((1R,3s,5S)-bicyclo[3.1.0]hexan-3-yl)oxy)-2-(tert-butyl)-N-((S,E)-1-cyclopropyl-3-(methylsulfonyl)allyl)pyrimidine-5-carboxamide